5-[5-cyclopropyl-7-(3-hydroxy-3-methyl-cyclobutyl)pyrrolo[2,3-c]pyridazin-3-yl]-6-methyl-benzofuran-4-ol C1(CC1)C1=CN(C=2N=NC(=CC21)C2=C(C=C1C(C=CO1)=C2O)C)C2CC(C2)(C)O